4-[4-cyano-2-({[(2'R,4S)-6-(tetrahydro-2H-pyran-4-ylcarbamoyl)-2,3-dihydro-spiro[chromene-4,1'-cyclopropane]-2'-yl]Carbonyl}amino)phenyl]Butyric acid C(#N)C1=CC(=C(C=C1)CCCC(=O)O)NC(=O)[C@H]1[C@]2(C1)CCOC1=CC=C(C=C12)C(NC1CCOCC1)=O